Cl.Cl.N1CCC(CC1)CN1CC2=CC(=CC=C2CC1)[C@@H]1C(NC(CC1)=O)=O |r| rac-(3R)-3-[2-(piperidin-4-ylmethyl)-3,4-dihydro-1H-isoquinolin-7-yl]piperidine-2,6-dione dihydrochloride